C1N(CC12OCCCN2)C(=O)[O-] 5-oxa-2,9-diazaspiro[3.5]nonane-2-carboxylate